Cl.NC(CC(=O)OCC)C1=NC=CC(=C1)Br ethyl 3-amino-3-(4-bromopyridin-2-yl)propanoate hydrochloride